FC=1C(=NC(=CC1)F)N 3,6-difluoropyridin-2-amine